pent-3-yl chloroformate ClC(=O)OC(CC)CC